C[C@H]1[C@@H]2[C@H](N(CN2C3=C(N1)N=C(NC3=O)N)C4=CC=C(C=C4)C[C@@H]([C@@H]([C@@H](CO[C@@H]5[C@@H]([C@@H]([C@H](O5)COP(=O)([O-])O[C@@H](CCC(=O)[O-])C(=O)[O-])O)O)O)O)O)C The molecule is trianion of 5,10-methylenetetrahydromethanopterin arising from deprotonation of phosphate and carboxy groups; major species at pH 7.3. It is an organophosphate oxoanion and a dicarboxylic acid dianion. It is a conjugate base of a 5,10-methylenetetrahydromethanopterin.